(2S,4R)-N-((4-carbamimidoylthiophen-2-yl)methyl)-4-phenoxy-1-((4-phenoxybutanoyl)glycyl)pyrrolidine-2-carboxamide C(N)(=N)C=1C=C(SC1)CNC(=O)[C@H]1N(C[C@@H](C1)OC1=CC=CC=C1)C(CNC(CCCOC1=CC=CC=C1)=O)=O